FC1=C(C=CC(=C1)F)C1=CC(=NO1)C(=O)NC1(CN(C1)C1C(CCCC1)(C)C)CC(=O)O 2-(3-(5-(2,4-difluorophenyl)isoxazole-3-carboxamido)-1-(2,2-dimethylcyclohexyl)azetidin-3-yl)acetic acid